CC1=NC=C(C(=O)NCC2=NC=C3C=CC(=NC3=C2)C=2C=NC(=CC2)OC2COC2)C=C1S(=O)(=O)C 6-methyl-5-(methylsulfonyl)-N-((2-(6-(oxetan-3-yloxy)pyridin-3-yl)-1,6-naphthyridin-7-yl)methyl)nicotinamide